11-hydroxy-7-methoxy-2-methylene-5-oxo-2,3,11,11a-tetrahydro-1H-benzo[e]pyrrolo[1,2-a][1,4]diazepine-10(5H)-carboxylate OC1C2N(C(C3=C(N1C(=O)[O-])C=CC(=C3)OC)=O)CC(C2)=C